Br.BrC(CC)N 1-Bromopropylamine hydrobromide